CN(C/C=C/C(=O)N1CC=2N([C@@H](C1)CC(=O)N(C)C)N=C(C2C2=CC=NC=C2)C2=CC=C(C=C2)F)C |r| 2-[(7RS)-5-[(2E)-4-(dimethylamino)but-2-enoyl]-2-(4-fluorophenyl)-3-(pyridin-4-yl)-4,5,6,7-tetrahydropyrazolo[1,5-a]pyrazin-7-yl]-N,N-dimethylacetamide